(4S)-5,5-difluoro-3-methanesulfonyl-1-{[1,1,1-trifluorobut-2-yl]oxy}-4H,5H,6H-cyclopenta[c]thiophen-4-ol FC1([C@H](C=2C(=C(SC2S(=O)(=O)C)OC(C(F)(F)F)CC)C1)O)F